BrC1=C(C=C(C=C1)C(C(=O)OCC)(CO)CO)F ethyl 2-(4-bromo-3-fluorophenyl)-3-hydroxy-2-(hydroxymethyl)-propionate